6-aminoindole NC1=CC=C2C=CNC2=C1